(S)-3-(N-methyl-N-(1-methylpyrrolidin-3-yl)sulfamoyl)-1-(5-(2-methoxypyridin-4-yl)-2,3-dihydro-1H-inden-4-yl)urea, potassium salt [K].CN(S(=O)(=O)NC(NC1=C2CCCC2=CC=C1C1=CC(=NC=C1)OC)=O)[C@@H]1CN(CC1)C